2,2',4,4'-tetramethylbenzophenone CC1=C(C(=O)C2=C(C=C(C=C2)C)C)C=CC(=C1)C